1-(4-amino-2-chloro-3-fluoro-phenyl)cyclobutanecarbonitrile NC1=C(C(=C(C=C1)C1(CCC1)C#N)Cl)F